(5aR,6S,6aS)-3-((1,1-dimethyl-3-(2-(trifluoromethyl)phenyl)-2,3-dihydro-1H-inden-5-yl)methoxy)-5,5a,6,6a-tetrahydrocyclopropa[4,5]cyclopenta[1,2-c]pyridine-6-carboxylic acid CC1(CC(C2=CC(=CC=C12)COC1=CC2=C(C=N1)[C@H]1[C@@H](C2)[C@@H]1C(=O)O)C1=C(C=CC=C1)C(F)(F)F)C